1-butyl-3-methylimidazolium methanesulfonate CS(=O)(=O)[O-].C(CCC)N1C=[N+](C=C1)C